OC1(CN(C(COC1)(C)C)C(=O)OC(C)(C)C)C tert-butyl 6-hydroxy-3,3,6-trimethyl-1,4-oxazepane-4-carboxylate